1-(4-isopropylphenyl)-2-hydroxy-2-methylpropane C(C)(C)C1=CC=C(C=C1)CC(C)(C)O